2-(2-((5-(3-(aminomethyl)phenyl)-6-methoxybenzofuran-3-yl)methoxy)phenyl)acetic acid NCC=1C=C(C=CC1)C=1C(=CC2=C(C(=CO2)COC2=C(C=CC=C2)CC(=O)O)C1)OC